N-(3-{[(2R)-6-chloro-4-oxo-3,4-dihydro-2H-1-benzopyran-2-carbonyl]amino}bicyclo[1.1.1]pentan-1-yl)-5-(trifluoromethoxy)pyridine-2-carboxamide ClC=1C=CC2=C(C(C[C@@H](O2)C(=O)NC23CC(C2)(C3)NC(=O)C3=NC=C(C=C3)OC(F)(F)F)=O)C1